BrC1=CC=C(C=N1)N1C(NC2=C1C=CC=C2)=O 1-(6-bromopyridin-3-yl)-1H-benzo[d]imidazol-2(3H)-one